4-(3-((7H-pyrrolo[2,3-d]pyrimidin-4-yl)amino)-4-(pyrrolidin-1-yl)phenyl)-2-(thiazol-2-yl)but-3-yn-2-ol N1=CN=C(C2=C1NC=C2)NC=2C=C(C=CC2N2CCCC2)C#CC(C)(O)C=2SC=CN2